[K].C1CCC2=C(C=3CCCC3C=C12)NC(=O)NS(=O)(=O)C1=NC=NC(=C1)OC N-((1,2,3,5,6,7-Hexahydro-s-indacen-4-yl)carbamoyl)-6-methoxypyrimidine-4-sulfonamide, Potassium Salt